[1-(2,6-dioxo-3-piperidinyl)-3-methyl-2-oxo-benzimidazol-5-yl]Hexaldehyde O=C1NC(CCC1N1C(N(C2=C1C=CC(=C2)C(C=O)CCCC)C)=O)=O